NC=1C=C(C=CC1C)C1=C(C=C(C=C1)C1=NNC(OC1)=O)C(F)(F)F 5-[3'-amino-4'-methyl-2-(trifluoromethyl)biphenyl-4-yl]-3,6-dihydro-2H-1,3,4-oxadiazin-2-one